N-(2-chloro-4-iodophenyl)cinnamamide ClC1=C(C=CC(=C1)I)NC(C=CC1=CC=CC=C1)=O